OC[C@H](C1=CC=CC=C1)NC1=NC(=NC=C1C1=NC(=NO1)C1=CC=NC=C1)NC1=CC=C2C(=N1)CNC2=O (S)-2-((4-((2-hydroxy-1-phenylethyl)amino)-5-(3-(pyridin-4-yl)-1,2,4-oxadiazol-5-yl)pyrimidin-2-yl)amino)-6,7-dihydro-5H-pyrrolo[3,4-b]pyridin-5-one